propyl 3-phenylpyrrolidine-1-carboxylate C1(=CC=CC=C1)C1CN(CC1)C(=O)OCCC